C(C)(=O)OC1C(OCC1OC(C)=O)COC(=O)OC(C)C (((isopropoxycarbonyl)oxy)methyl)tetrahydrofuran-3,4-diyl diacetate